2-(2,3-dichloro-6-methoxybenzyl)-2,7-diazaspiro[3.5]nonane ClC1=C(CN2CC3(C2)CCNCC3)C(=CC=C1Cl)OC